tert-butyl N-[(2R,3R)-7-(5-tert-butyl-1,3,4-oxadiazol-2-yl)-5-[(4-chlorophenyl)methyl]-8-fluoro-2-methyl-1,1,4-trioxo-2,3-dihydro-1λ6,5-benzothiazepin-3-yl]carbamate C(C)(C)(C)C1=NN=C(O1)C=1C(=CC2=C(N(C([C@H]([C@H](S2(=O)=O)C)NC(OC(C)(C)C)=O)=O)CC2=CC=C(C=C2)Cl)C1)F